1-(2-(3-oxo-3-(4-(5-(trifluoromethyl)pyrimidin-2-yl)piperazin-1-yl)propoxy)ethyl)-1,5-dihydro-4H-pyrrolo[2,3-d]pyridazin-4-one O=C(CCOCCN1C=CC2=C1C=NNC2=O)N2CCN(CC2)C2=NC=C(C=N2)C(F)(F)F